C1(CCCC1)P(C1=CC(=CC=C1)OCC)C1CCCC1 dicyclopentyl-(3-ethoxyphenyl)phosphine